NS(=O)OCC Thiaurethane